[8-(5-acetyl-1-tetrahydropyran-4-yl-6,7-dihydro-4H-pyrazolo[4,3-c]pyridin-3-yl)-3-isoquinolyl] trifluoromethanesulfonate FC(S(=O)(=O)OC=1N=CC2=C(C=CC=C2C1)C1=NN(C2=C1CN(CC2)C(C)=O)C2CCOCC2)(F)F